C(C)(C)(CC)C1C(CCCC1)CC t-amyl-2-ethylcyclohexane